FC1=CC=C(OC2=CC(=CC(=C2)C(F)(F)F)[N+](=O)[O-])C=C1 1-(4-Fluorophenoxy)-3-nitro-5-(trifluoromethyl)benzene